O[C@H](CCC)C1=CC(=C(C=N1)C=1C=2N(C3=CC(=NC=C3C1)NC(=O)[C@@H]1[C@H](C1)CN1CCNCC1)C=CN2)C (1S,2S)-N-(4-{6-[(1R)-1-hydroxybutyl]-4-methylpyridin-3-yl}imidazo[1,2-a]1,6-naphthyridin-8-yl)-2-(piperazin-1-ylmethyl)cyclopropane-1-carboxamide